FC1=C(C=C(C=C1)OC=1C(=C2C=CNC2=CC1F)C)C=1NC(=CN1)C(CCC(=O)O)(C)C1=CC=CC=C1 4-(2-(2-Fluoro-5-((6-fluoro-4-methyl-1H-indol-5-yl)oxy)phenyl)-1H-imidazol-5-yl)-4-phenylpentanoic acid